IMIDAZO[1,5-a]PYRIMIDINE-8-CARBOXAMIDE N=1C=2N(C=CC1)C=NC2C(=O)N